4-(7-methylbenzo[d]oxazol-2-yl)-6,7-dihydro-1H-imidazo[4,5-c]pyridin CC1=CC=CC=2N=C(OC21)C2=NCCC1=C2N=CN1